[4-[(2-hydroxytetradecyl)-oxy]phenyl]phenyliodonium OC(COC1=CC=C(C=C1)[I+]C1=CC=CC=C1)CCCCCCCCCCCC